FC1=CC=C(C=C1)C1=CC(=CN1S(=O)(=O)C1=CC=C(C=C1)OC(F)(F)F)C=O 5-(4-fluorophenyl)-1-((4-(trifluoromethoxy)phenyl)sulfonyl)-1H-pyrrole-3-carbaldehyde